N-(2-((2-(dimethylamino)ethyl)-(methyl)amino)-4-methoxy-5-((6-((R)-3-(2,3,6-trifluorophenyl)isoxazolidine-2-yl)pyrimidine-4-yl)amino)phenyl)acrylamide CN(CCN(C1=C(C=C(C(=C1)OC)NC1=NC=NC(=C1)N1OCC[C@@H]1C1=C(C(=CC=C1F)F)F)NC(C=C)=O)C)C